2-(Cis-3-methyl-6-picolyl-6-azabicyclo[3.1.1]hept-1-yl)-2-oxoacetic acid methyl ester COC(C(=O)C12CC(CC(N1CC1=NC=CC=C1)C2)C)=O